2-(3,4-dimethoxyphenyl)-7-[1-(2-hydroxyethyl)piperidin-4-yl]-4H-pyrido[1,2-a]pyrimidin COC=1C=C(C=CC1OC)C=1N=C2N(CC1)C=C(C=C2)C2CCN(CC2)CCO